C(C)(C)C1=C(NC2=CC=C(C=C12)C1=NN=C(O1)CN1CC(NCC1)=O)C1=C2C(=NC=C1)NN=C2 4-((5-(3-isopropyl-2-(1H-pyrazolo[3,4-b]pyridin-4-yl)-1H-indol-5-yl)-1,3,4-oxadiazol-2-yl)methyl)piperazin-2-one